CC1=CC=C(C=C1)S(=O)(=O)NC(CC)=O N-(4-toluenesulfonyl)propionamide